C(C(=C)C)(=O)O.C(C(=C)C)(=O)O.C(C(=C)C)(=O)O.C(C(=C)C)(=O)O.OCC(CO)(COCC(CO)(COCC(CO)(CO)CO)CO)CO tripentaerythritol tetramethacrylate